CN(/C=C/C(=O)C1(CC1)S(=O)(=O)C)C (E)-3-(dimethylamino)-1-(1-methylsulfonyl-cyclopropyl)-prop-2-en-1-one